N-((S)-(7-((R)-Cyclopropyl((R*)-4,4,4-trifluoro-3-methylbutanamido)methyl)imidazo[1,2-b]pyridazin-2-yl)(4,4-difluorocyclohexyl)methyl)-4-methyl-1,2,5-oxadiazole-3-carboxamide C1(CC1)[C@H](C1=CC=2N(N=C1)C=C(N2)[C@@H](NC(=O)C2=NON=C2C)C2CCC(CC2)(F)F)NC(C[C@H](C(F)(F)F)C)=O |o1:34|